S-Methyl-L-Methionine Sulfonium Chloride [Cl-].[SH3+].C[S+](CC[C@H](N)C(=O)O)C.[Cl-]